2,5-diformylfuran oxime C(=O)C=1OC(=CC1)C=NO